ClC=1C(=CC=C2C=C(C=C(C12)B1OC(C(O1)(C)C)(C)C)OCOC)F 2-(8-chloro-7-fluoro-3-(methoxymethoxy)naphthalen-1-yl)-4,4,5,5-tetramethyl-1,3,2-dioxaborolane